C(C)(C)(C)NS(=O)(=O)C=1SC(=CC1C1=CC(=C(C=C1)CN1C(=NC=C1)C(C)(C)C)C#N)CC(C)C N-(tert-butyl)-3-(4-((2-(tert-butyl)-1H-imidazol-1-yl)methyl)-3-cyanophenyl)-5-isobutylthiophene-2-Sulfonamide